2-bromo-4-(3-(2,2,2-trifluoroethyl)azetidin-1-yl)pyridine BrC1=NC=CC(=C1)N1CC(C1)CC(F)(F)F